10-((3S,5S,8R,9S,10S,13S,14S,17S)-17-acetyl-10,13-dimethylhexadecahydro-1H-cyclopenta[a]phenanthren-3-yl) 1-(1,3-bis(oleoyloxy)propan-2-yl) 3-methyldecanedioate CC(CC(=O)OC(COC(CCCCCCC\C=C/CCCCCCCC)=O)COC(CCCCCCC\C=C/CCCCCCCC)=O)CCCCCCC(=O)O[C@H]1CC[C@@]2([C@H]3CC[C@@]4([C@H](CC[C@H]4[C@@H]3CC[C@H]2C1)C(C)=O)C)C